2-(1H-INDOL-1-YL)ACETALDEHYDE N1(C=CC2=CC=CC=C12)CC=O